[N-](S(=O)(=O)C(F)(F)F)S(=O)(=O)C(F)(F)F.NCCCC=1NC=C[N+]1C aminopropyl-3-methylimidazolium bis(trifluoromethanesulfonyl)imide salt